The molecule is a macrolide that is oleandolide having a 2,6-dideoxy-alpha-L-arabino-hexopyranosyl (alpha-L-olivosyl) residue attached at position 3. It has a role as a metabolite. It is a macrolide, a glycoside and a monosaccharide derivative. It derives from an oleandolide. C[C@H]1C[C@@]2(CO2)C(=O)[C@@H]([C@H]([C@H]([C@H](OC(=O)[C@@H]([C@H]([C@@H]([C@H]1O)C)O[C@H]3C[C@@H]([C@H]([C@@H](O3)C)O)O)C)C)C)O)C